ClC=1C=C2C(=CC(=NC2=CC1)C(F)(F)F)N[C@@H]1C[C@@H](CCC1)NC(C1=CC=C(C=C1)OC)=O N-((1R,3S)-3-((6-chloro-2-(trifluoromethyl)quinolin-4-yl)amino)cyclohexyl)-4-methoxybenzamide